N[C@H]1CN(CCC1)C(=O)C1=NN(C(=C1)C1=CC(=C(C#N)C=C1)F)C1=C(C=C(C=C1)N1C[C@H](CC1)OC)F 4-(3-((R)-3-aminopiperidine-1-carbonyl)-1-(2-fluoro-4-((S)-3-methoxypyrrolidin-1-yl)phenyl)-1H-pyrazol-5-yl)-2-fluorobenzonitrile